4,4-bis(4-hydroxyphenyl)pentanol OC1=CC=C(C=C1)C(CCCO)(C)C1=CC=C(C=C1)O